tert-Butyl N-[6-hydroxy-6,17-bis(trifluoromethyl)-21-oxa-3,4,15,20-tetraazatetracyclo[14.3.1.12,5.011,15]henicosa-1(20),2,4,16,18-pentaen-19-yl]carbamate OC1(C2=NN=C(C=3C(=CC(=C(N4CCCC4CCCC1)N3)C(F)(F)F)NC(OC(C)(C)C)=O)O2)C(F)(F)F